Methyl (2-fluoro-3-(p-tolyloxy)benzoyl)glycinate FC1=C(C(=O)NCC(=O)OC)C=CC=C1OC1=CC=C(C=C1)C